(2S,4S)-4-amino-2-(hydroxymethyl)pyrrolidine-1-carboxylic acid tert-butyl ester C(C)(C)(C)OC(=O)N1[C@@H](C[C@@H](C1)N)CO